ClC1=CC=C(CNC2=CC=C(C(C(=O)O)=C2)O)C=C1 5-(4-chlorobenzyl)aminosalicylic acid